NC1=C(SC2=NC(=CC=C21)C)C(=O)N[C@H]2COC1=C(C2)C=CC(=C1)N1[C@@H](C[C@H](C1)N)COC 3-amino-N-[(3R)-7-[(2S,4R)-4-amino-2-(methoxymethyl)pyrrolidin-1-yl]-3,4-dihydro-2H-1-benzopyran-3-yl]-6-methylthieno[2,3-b]pyridine-2-carboxamide